C(C)(C)(C)C1=CC=C(CC2=CN(C=C2C)S(=O)(=O)C2=CC=C(C)C=C2)C=C1 3-(4-tert-butylbenzyl)-4-methyl-1-tosyl-1H-pyrrole